COC1=CC(=C(CO)C=C1)OCC1CC(C(C(C1)OCCCCCCCCCCCCCCCCCC)OCCCCCCCCCCCCCCCCCC)OCCCCCCCCCCCCCCCCCC 4-methoxy-2-[3',4',5'-tris(octadecyloxy)cyclohexylmethyloxy]benzyl alcohol